N-(4-((4-((6-aminohexyl)carbamoyl)phenyl)carbamoyl)benzyl)-N-cyclopropyl-3-oxo-3,4-dihydro-2H-benzo[b][1,4]oxazine-7-carboxamide 2,2,2-trifluoroacetate FC(C(=O)O)(F)F.NCCCCCCNC(=O)C1=CC=C(C=C1)NC(=O)C1=CC=C(CN(C(=O)C=2C=CC3=C(OCC(N3)=O)C2)C2CC2)C=C1